trimethylbutylammonium bis(trifluoromethanesulfonyl)imide salt [N-](S(=O)(=O)C(F)(F)F)S(=O)(=O)C(F)(F)F.C[N+](CCCC)(C)C